CC1=C(C(=CC(=C1)C)C)SN (S)-2,4,6-trimethylbenzenesulfenamide